(E)-2-amino-5-[(2,5-dimethoxyphenyl)methylene]-1-methyl-2-imidazolin-4-one NC=1N(/C(/C(N1)=O)=C/C1=C(C=CC(=C1)OC)OC)C